2-(1-(6-Chloro-2-methoxypyrimidin-4-yl)-2-methylpyrrolidin-2-yl)ethan-1-ol ClC1=CC(=NC(=N1)OC)N1C(CCC1)(C)CCO